N-[(6-Amino-2-pyridyl)sulfonyl]-6-(6-isopropoxy-3-pyridyl)-2-(4-methyl-1-piperidyl)pyridin-3-carboxamid NC1=CC=CC(=N1)S(=O)(=O)NC(=O)C=1C(=NC(=CC1)C=1C=NC(=CC1)OC(C)C)N1CCC(CC1)C